C1C(=CC=CN1[C@H]2[C@@H]([C@@H]([C@H](O2)COP(=O)([O-])OP(=O)([O-])OC[C@@H]3[C@H]([C@H]([C@@H](O3)N4C=NC5=C(N=CN=C54)N)O)O)O)O)C(=O)N The molecule is an organophosphate oxoanion arising from deprotonation of the phosphate and diphosphate OH groups of 2-hydro-beta-NAD; major species at pH 7.3. It is a conjugate base of a 2-hydro-beta-NAD.